C(C1=CC=CC=C1)C1=C(C(NC2=CC=C(C=C12)Cl)=O)C=1CC(N(N1)C(CCC(=O)O)=O)C1=CC=C(C=C1)C=1C=NN(C1)CCC 4-[5-(4-benzyl-6-chloro-2-oxo-1H-quinolin-3-yl)-3-[4-(1-propylpyrazol-4-yl)phenyl]-3,4-dihydropyrazol-2-yl]-4-oxo-butanoic acid